[Si](C)(C)(C(C)(C)C)OC=1C(=NC=CC1)N 3-(tert-butyldimethylsilyloxy)pyridin-2-amine